(R)-N-(4-(7-(8-ethynyl-7-fluoro-3-methoxynaphthalen-1-yl)-8-fluoro-2-((1-(morpholinomethyl)cyclopropyl)methoxy)pyrido[4,3-d]pyrimidin-4-yl)-1,4-oxazepan-6-yl)acrylamide C(#C)C=1C(=CC=C2C=C(C=C(C12)C1=C(C=2N=C(N=C(C2C=N1)N1CCOC[C@@H](C1)NC(C=C)=O)OCC1(CC1)CN1CCOCC1)F)OC)F